methyl 2-amino-6-(benzyloxy)furo[3,2-c][1,2,4]triazolo[1,5-a]pyridine-5-carboxylate NC1=NN2C(C3=C(C(=C2C(=O)OC)OCC2=CC=CC=C2)OC=C3)=N1